2-(diethoxyphosphorylmethyl)isoindoline-1,3-dione C(C)OP(=O)(OCC)CN1C(C2=CC=CC=C2C1=O)=O